O1C=CC2=NC=CC(=C21)C2=C(C=1C(NCCC1N2)=O)I 2-[furo[3,2-b]pyridin-7-yl]-3-iodo-1H,5H,6H,7H-pyrrolo[3,2-c]pyridin-4-one